docosyl phosphate sodium salt [Na+].P(=O)(OCCCCCCCCCCCCCCCCCCCCCC)([O-])[O-].[Na+]